2-[4-chloro-2-(propan-2-yl)imidazo[1,2-a]1,8-naphthyridin-8-yl]-1,3,4-oxadiazole ClC=1C=2C=CC=3N(C2N=C(C1)C(C)C)C=C(N3)C=3OC=NN3